C(#N)C1=CC(=C(C=C1)C1(OC2=C(O1)C=CC=C2C21CCN(CC1C2)CC2=NC1=C(N2CC2=CN=CN2CC)C=C(C=C1)C(=O)O)C)F 2-((6-(2-(4-cyano-2-fluorophenyl)-2-methylbenzo[d][1,3]dioxol-4-yl)-3-azabicyclo[4.1.0]hept-3-yl)methyl)-1-((1-ethyl-1H-imidazol-5-yl)methyl)-1H-benzo[d]imidazole-6-carboxylic acid